5-methylpyridinecarboxylate CC=1C=CC(=NC1)C(=O)[O-]